2-(2-aminopyrimidin-5-yl)-2-oxoethyl (6R,8R)-2-(3-chloro-2-fluoro-6-(1H-tetrazol-1-yl)phenyl)-8-methyl-4-oxo-4,6,7,8-tetrahydropyrrolo[1,2-a]pyrimidine-6-carboxylate ClC=1C(=C(C(=CC1)N1N=NN=C1)C=1N=C2N(C(C1)=O)[C@H](C[C@H]2C)C(=O)OCC(=O)C=2C=NC(=NC2)N)F